N-[3-[6-[[tert-butyl-(dimethyl)silyl]oxymethyl]-2-quinolyl]oxetan-3-yl]-2-methyl-propane-2-sulfinamide C(C)(C)(C)[Si](OCC=1C=C2C=CC(=NC2=CC1)C1(COC1)NS(=O)C(C)(C)C)(C)C